FC1([C@H]([C@@H](CCC1)O)NC(OC(C)(C)C)=O)F tert-butyl ((1S,6R)-2,2-difluoro-6-hydroxycyclohexyl)carbamate